5-(1-azidoethyl)benzol ethyl-(S)-2-methyl-3-(1-(2,2,2-trifluoroethyl)-1H-pyrazol-4-yl)propanoate C(C)[C@](C(=O)O)(CC=1C=NN(C1)CC(F)(F)F)C.N(=[N+]=[N-])C(C)C=1C=CC=CC1